(S)-3-aminopyrrolidine-3-carboxylic acid methyl ester dihydrochloride Cl.Cl.COC(=O)[C@]1(CNCC1)N